C1(CC1)C1=NN=C(O1)C(C)=O 1-(5-Cyclopropyl-1,3,4-oxadiazol-2-yl)ethan-1-one